L-mandelic acid n-butyl ester C(CCC)OC([C@@H](O)C1=CC=CC=C1)=O